C1(CC1)C1=CC=C(C=C1)NC(=O)[C@@H]1N(C[C@H](C1)F)CC1=C2C(=NC=C1)OCO2 (2R,4S)-N-(4-cyclopropylphenyl)-1-([1,3]dioxolo[4,5-b]pyridin-7-ylmethyl)-4-fluoro-pyrrolidine-2-carboxamide